2,6-dinitrophenol [N+](=O)([O-])C1=C(C(=CC=C1)[N+](=O)[O-])O